2,2'-bis(2,3,4-trifluorophenyl)-4,4',5,5'-tetrakis-(3-methoxyphenyl)biimidazole FC1=C(C=CC(=C1F)F)C1(N=C(C(=N1)C1=CC(=CC=C1)OC)C1=CC(=CC=C1)OC)C1(N=C(C(=N1)C1=CC(=CC=C1)OC)C1=CC(=CC=C1)OC)C1=C(C(=C(C=C1)F)F)F